6,7,8,9-tetrahydropyrido[3',2':4,5]pyrrolo[1,2-a]pyrazin-5(5aH)-one N1=CC=CC=2C(C3N(CCNC3)C21)=O